2-(hexylthio)ethane-1-ol C(CCCCC)SCCO